CC1=C(C(=C2C=CC=CC2=C1)S(=O)(=O)O)S(=O)(=O)O Methylnaphthalenedisulfonic acid